2-(3-methylpyridin-4-yl)oxazole-4-carboxylic acid CC=1C=NC=CC1C=1OC=C(N1)C(=O)O